6-{2-methyl-4-oxopyrazolo[4,3-c]pyridin-5-yl}-2-(piperidin-4-yl)isoquinolin-1-one CN1N=C2C(C(N(C=C2)C=2C=C3C=CN(C(C3=CC2)=O)C2CCNCC2)=O)=C1